[Br-].C(CCCCCCCCCCCCCCCCC)[NH2+]CC stearyl-ethyl-ammonium bromide